((1R,5S,6s)-6-((6-(4-fluorophenyl)-4-(2-methylazetidin-2-yl)pyridin-2-yl)oxy)-3-azabicyclo[3.1.0]hexan-3-yl)(2-methyl-8-(trifluoromethyl)imidazo[1,2-a]pyridin-6-yl)methanone FC1=CC=C(C=C1)C1=CC(=CC(=N1)OC1[C@@H]2CN(C[C@H]12)C(=O)C=1C=C(C=2N(C1)C=C(N2)C)C(F)(F)F)C2(NCC2)C